2,5-bis(5-methyl-1,3-benzoxazol-2-yl)thiophene CC=1C=CC2=C(N=C(O2)C=2SC(=CC2)C=2OC3=C(N2)C=C(C=C3)C)C1